C(=O)([O-])CN(CCN(CC(=O)[O-])CCN(CC(=O)[O-])CC(NCCOC)=O)CC(=O)NCCOC 2-[bis[2-[carboxylatomethyl-[2-(2-methoxyethylamino)-2-oxoethyl]amino]ethyl]amino]acetate